(4S)-4-(4-cyano-2-methoxyphenyl)-5-ethoxy-2,8-dimethyl-1,4-dihydro-1,6-naphthyridine-3-carboxylic acid 2-methoxyethyl ester COCCOC(=O)C1=C(NC2=C(C=NC(=C2[C@@H]1C1=C(C=C(C=C1)C#N)OC)OCC)C)C